benzyl 3-(tert-butoxycarbonylamino)-4-[[4-(methylamino)-2-methylsulfanyl-pyrimidin-5-yl]methylamino]piperidine-1-carboxylate C(C)(C)(C)OC(=O)NC1CN(CCC1NCC=1C(=NC(=NC1)SC)NC)C(=O)OCC1=CC=CC=C1